2-(6-(4,4-difluoropiperidin-1-yl)-5-methoxypyridin-2-yl)-5-(4-iodo-2-(6-azaspiro[2.5]octan-6-yl)phenyl)-1,3,4-oxadiazole FC1(CCN(CC1)C1=C(C=CC(=N1)C=1OC(=NN1)C1=C(C=C(C=C1)I)N1CCC2(CC2)CC1)OC)F